ClC1=NC(=CC(=N1)C#N)NC1=C(C=CC=C1OC)OC 2-chloro-6-[(2,6-dimethoxyphenyl)amino]pyrimidine-4-carbonitrile